(R)-N-(pyrrolidin-3-yl)-8-(trifluoromethoxy)quinolin-5-amine hydrochloride Cl.N1C[C@@H](CC1)NC=1C=2C=CC=NC2C(=CC1)OC(F)(F)F